F[C@@H]1[C@@H](CN(CC1)C(=O)OC(C)(C)C)C tert-butyl (3R,4S)-4-fluoro-3-methylpiperidine-1-carboxylate